3-(2-chloro-4-(fluoromethyl)thiophen-3-yl)-1-(5-methoxypyridin-2-yl)-7-((4-(1-methylpiperidin-4-yl)phenyl)amino)-3,4-dihydropyrimido[4,5-d]pyrimidin-2(1H)-one ClC=1SC=C(C1N1C(N(C2=NC(=NC=C2C1)NC1=CC=C(C=C1)C1CCN(CC1)C)C1=NC=C(C=C1)OC)=O)CF